bis-(4-chloro-3-sulfophenyl) sulfone disodium salt [Na+].[Na+].ClC1=C(C=C(C=C1)S(=O)(=O)C1=CC(=C(C=C1)Cl)S(=O)(=O)[O-])S(=O)(=O)[O-]